CS(=O)(=O)CC1=CC(=C(C(=O)O)C=C1)N1CCC2(CC2)CC1 4-((methylsulfonyl)methyl)-2-(6-azaspiro[2.5]octane-6-yl)benzoic acid